3,5-dichloro-N-(6-(4-chlorophenylethyl)-6-azaspiro[2.5]oct-1-yl)benzamide ClC=1C=C(C(=O)NC2CC23CCN(CC3)CCC3=CC=C(C=C3)Cl)C=C(C1)Cl